N,2-dimethyl-6-(2-(1-methyl-1H-imidazol-2-yl)thieno[3,2-b]pyridin-7-yloxy)benzo[b]thiophene-3-carboxamide CNC(=O)C=1C2=C(SC1C)C=C(C=C2)OC2=C1C(=NC=C2)C=C(S1)C=1N(C=CN1)C